FC(C1=CC=C(CN2C(C(C3=C(C=C(C=C23)Cl)Cl)=O)=O)C=C1)(F)F (4-trifluoromethyl-benzyl)-4,6-dichloro-indoline-2,3-dione